NC=1C=2N(C=CN1)C(=CC2C2=CC=C(C=C2)NC=2N=CC=C1C=CN(C(C21)=O)C2=NC=CC=C2)C2CCN(CC2)C(C(C)C)=O 8-((4-(1-amino-6-(1-isobutyrylpiperidin-4-yl)pyrrolo[1,2-a]pyrazin-8-yl)phenyl)amino)-2-(pyridin-2-yl)-2,7-naphthyridin-1(2H)-one